FC1(CCC(CC1)NC(=O)C=1C2=C(N=C(N1)N1C=NC=C1)C=CS2)F N-(4,4-difluorocyclohexyl)-2-(1H-imidazol-1-yl)thieno[3,2-d]pyrimidine-4-carboxamide